(2,2-difluoroethyl)[(1-{2-[(2,4-dimethoxybenzyl)sulfamoyl]-4-nitrophenyl}-1H-pyrazol-4-yl)methyl]carbamic acid tert-butyl ester C(C)(C)(C)OC(N(CC=1C=NN(C1)C1=C(C=C(C=C1)[N+](=O)[O-])S(NCC1=C(C=C(C=C1)OC)OC)(=O)=O)CC(F)F)=O